2-benzyl-6-(phenylsulfonyl)phthalazin-1(2H)-one C(C1=CC=CC=C1)N1C(C2=CC=C(C=C2C=N1)S(=O)(=O)C1=CC=CC=C1)=O